(S)-N-(4-AMINO-3,4-DIOXO-1-PHENYLBUTAN-2-YL)-1-(BENZO[D]THIAZOL-2-YL)-1H-IMIDAZOLE-5-CARBOXAMIDE NC(C([C@H](CC1=CC=CC=C1)NC(=O)C1=CN=CN1C=1SC2=C(N1)C=CC=C2)=O)=O